cupric hydroxide [Cu](O)O